C1=CC=C2C(=C1)C=CC=C2COCC3=CC=CC4=CC=CC=C43 Naphthylmethyl Ether